FC1(CN(CC[C@@H]1N(C(=O)NC1=NC=CC(=C1)C(F)(F)F)C)C=1C=C2C(=NC1)NN=C2)F (S)-1-(3,3-difluoro-1-(1H-pyrazolo[3,4-b]pyridin-5-yl)piperidin-4-yl)-1-methyl-3-(4-(trifluoromethyl)pyridin-2-yl)urea